C(CCCC)C1=NC(=NC(=N1)C1=CC=C(C=C1)C)CCCCC Dipentyl-6-p-methylphenyl-1,3,5-triazine